(E)-ethyl 3-methoxy-4-(2-(4,4,4-trifluoro-3-methylbutylideneamino)acetamido)benzoate COC=1C=C(C(=O)OCC)C=CC1NC(C/N=C/CC(C(F)(F)F)C)=O